3-(2-((tert-butyldiphenylsilyl)oxy)ethyl)-8-((diphenylmethylene)amino)-1,3,4,5-tetrahydro-2H-benzo[d]azepin-2-one [Si](C1=CC=CC=C1)(C1=CC=CC=C1)(C(C)(C)C)OCCN1C(CC2=C(CC1)C=CC(=C2)N=C(C2=CC=CC=C2)C2=CC=CC=C2)=O